N1C(=NC2=C1C=CC=C2)C=2C=C(C=CC2Cl)C2N(CCC(C2)C(=O)N)S(=O)(=O)C2=CC=C(C=C2)F [3-(1H-benzimidazol-2-yl)-4-chlorophenyl]-1-(4-fluorobenzenesulfonyl)piperidine-4-carboxamide